BrC=1C=C(C(=NC1OC)CC(CC)NC(OC(C)(C)C)=O)OC tert-butyl (1-(5-bromo-3,6-dimethoxypyridin-2-yl)butan-2-yl)carbamate